2-(1-(2-bromo-1,1-difluoroethyl)-1H-pyrazol-3-yl)-2-methylcyclopentan-1-one BrCC(F)(F)N1N=C(C=C1)C1(C(CCC1)=O)C